4-(2-{[(2R,7aS)-2-fluoro-hexahydro-1H-pyrrolizin-7a-yl]methoxy}-4-[(1S,6R)-3,9-diazabicyclo[4.2.1]nonan-3-yl]-8-fluoroquinazolin-7-yl)-5-ethylnaphthalen-2-ol F[C@@H]1C[C@@]2(CCCN2C1)COC1=NC2=C(C(=CC=C2C(=N1)N1C[C@@H]2CC[C@H](CC1)N2)C2=CC(=CC1=CC=CC(=C21)CC)O)F